methyl (2S)-3-methyl-2-[methyl(1-oxa-4,9-diazaspiro[5.5]undecane-9-carbonyl)amino]butanoate CC([C@@H](C(=O)OC)N(C(=O)N1CCC2(CNCCO2)CC1)C)C